zinc 5,10,15-tris(4-aminophenyl)-20-phenylporphyrin NC1=CC=C(C=C1)C=1C2=CC=C(N2)C(=C2C=CC(C(=C3C=CC(=C(C=4C=CC1N4)C4=CC=C(C=C4)N)N3)C3=CC=C(C=C3)N)=N2)C2=CC=CC=C2.[Zn]